ethyl 3-(((1-(2,2-difluoroethyl)-1H-imidazol-5-yl) methyl) amino)-1H-pyrrole-2-carboxylate FC(CN1C=NC=C1CNC1=C(NC=C1)C(=O)OCC)F